1,8-nonadiene C=CCCCCCC=C